(3-amino-5-m-tolyl-1H-pyrazol-1-yl)(3,4,5-trimethoxyphenyl)methanone NC1=NN(C(=C1)C=1C=C(C=CC1)C)C(=O)C1=CC(=C(C(=C1)OC)OC)OC